CC=1N(C=CN1)C1=CC(=NC=N1)N1CCC(CC1)C(=O)N1OCC[C@H]1C1=NC=CN=C1 (S)-(1-(6-(2-methyl-1H-imidazol-1-yl)pyrimidin-4-yl)piperidin-4-yl)(3-(pyrazin-2-yl)isoxazolidin-2-yl)methanone